5-Chloro-3-methyl-2-(6-((oxetan-3-yloxy)methyl)pyridazin-3-yl)phenol ClC=1C=C(C(=C(C1)O)C=1N=NC(=CC1)COC1COC1)C